C1=CC=CC=2C3=CC=CC=C3C(C12)CC(C(N[C@H](C(C(CCC(CC(=O)O)=O)=O)=O)C(C)C)=O)=O (S)-1-(9H-fluoren-9-yl)-5-isopropyl-3,6-dioxo-2,7,10-trioxo-4-azadodecane-12-oic acid